C(C1=CC=CC=C1)OC(=O)N[C@@H]1[C@@H](N(CC1(F)F)C(=O)OC(C)(C)C)CC1=C(C(=CC=C1)OC1=NC(=CC=C1C)CNC(=O)OC(C)(C)C)F tert-Butyl (2S,3R)-3-{[(benzyloxy) carbonyl]amino}-2-({3-[(6-{[(tert-butoxycarbonyl)amino]methyl}-3-methylpyridin-2-yl)oxy]-2-fluorophenyl}methyl)-4,4-difluoropyrrolidine-1-carboxylate